[Na+].O=C([C@H](O)[C@H](O)[C@@H](O)[C@H](O)[C@H](O)CO)[O-] D-glycero-D-gulo-Heptonic acid, monosodium salt